2-methylbenzothiazolium CC=1SC2=C([NH+]1)C=CC=C2